C(C)(C)(C)OC(NC(C(=O)C1=CC=C(C=C1)OC)C)=O tert-Butyl(1-(4-methoxyphenyl)-1-oxopropan-2-yl)carbamate